neopentaneate C(C(C)(C)C)(=O)[O-]